8-(1-(2,2-difluoroethyl)-5-methyl-4-oxo-4,5-dihydro-1H-pyrazolo[3,4-d]pyrimidin-6-yl)-2-(2-(trifluoromethyl)pyridin-4-yl)-2,8-diazaspiro[4.5]decan-3-one FC(CN1N=CC2=C1N=C(N(C2=O)C)N2CCC1(CC(N(C1)C1=CC(=NC=C1)C(F)(F)F)=O)CC2)F